N1N=CC2=CC=C(C=C12)C(=O)N1CCC(CC1)C(=O)N1N=CCC1C1=CC=CC=C1 (1-(1H-indazole-6-carbonyl)piperidin-4-yl)(5-phenyl-4,5-dihydro-1H-pyrazol-1-yl)methanone